CC1=C(C[IH]C=2C(=C(C=CC2)CI)C)C=CC=C1 2-methylbenzyl-iodo(1-(iodomethyl)-2-methylbenzene)